N1=C(C=CC=C1)C1=CNC2=NC=CC(=C21)N2CC1(CCCCN1)CCC2 8-[3-(2-pyridyl)-1H-pyrrolo[2,3-b]pyridin-4-yl]-1,8-diazaspiro[5.5]undecane